ClC=1C=C(C=C2C(=C(C=NC12)C#N)N[C@H](CC)C1=CC=CC=C1)NC([2H])(C=1C(=NC(=CC1)F)C)C=1N=NN(C1)C1CC1 8-chloro-6-(((1-cyclopropyl-1H-1,2,3-triazol-4-yl)(6-fluoro-2-methylpyridin-3-yl)methyl-d)amino)-4-(((R)-1-phenylpropyl)amino)quinoline-3-carbonitrile